N1N=CC2=CC(=CC=C12)C(=O)O.CN1CCC2=CC=CC=C12 methyl-indoline 1H-indazole-5-carboxylate